N-(2-amino-1-(3-chlorophenyl)ethyl)-1-(2-((4-fluorophenyl)amino)-5-methylpyridin-4-yl)-1H-pyrrole-3-amide NCC(C1=CC(=CC=C1)Cl)NC(=O)C1=CN(C=C1)C1=CC(=NC=C1C)NC1=CC=C(C=C1)F